4,6-dimethoxy-indoline-2-thione COC1=C2CC(NC2=CC(=C1)OC)=S